C(C1=CC=CC=C1)OC1=NC(=CC=C1C1=NN(C2=CC(=CC=C12)Br)C)OCC1=CC=CC=C1 3-[2,6-Bis(benzyloxy)pyridin-3-yl]-6-bromo-1-methylindazole